3-bromo-N-(4-fluoro-3-methoxy-phenyl)-N-methyl-imidazo[1,2-b]pyridazine-6-carboxamide BrC1=CN=C2N1N=C(C=C2)C(=O)N(C)C2=CC(=C(C=C2)F)OC